2',4',6'-trihydroxychalcone OC1=C(C(/C=C/C2=CC=CC=C2)=O)C(=CC(=C1)O)O